ClC=1C(=NC=CC1)N1N=C(C=C1C(=O)NC=1C(=CC=2N(C1C(=O)NOC(C)C)N=CC2)C)OC 6-(1-(3-Chloropyridin-2-yl)-3-methoxy-1H-pyrazol-5-carboxamido)-N-isopropoxy-5-methylpyrazolo[1,5-a]pyridin-7-carboxamid